ClC1=CC=C(C=N1)CN1C(NCC1)=N 1-((6-chloropyridin-3-yl)methyl)imidazolidin-2-imin